4-propioloylmorpholine C(C#C)(=O)N1CCOCC1